ClC1=CC=2OCC3N(C2N=C1)CCC(C3)N3C(C(CCC3)OCC3NCC3)=O 2-(((1-(3-chloro-6,6a,7,8,9,10-hexahydrodipyrido[3,2-b:1',2'-d][1,4]oxazin-8-yl)-2-oxopiperidin-3-yl)oxy)methyl)azetidin